ClC1=CC=C(C=C1)N1N=C(CC1=O)C 1-(4-Chlorophenyl)-3-methyl-5-pyrazolon